3-(4-tolyloxy)-propionic acid C1(=CC=C(C=C1)OCCC(=O)O)C